ClC1=CC=C2C(=N1)N(N=N2)C2=CC(=C(C(=O)N(C1=NC=CC3=CC=CC(=C13)C)[C@H]1CN(CCC1)C(=O)OCCCC)C=C2)F butyl (R)-3-(4-(5-chloro-3H-[1,2,3]triazolo[4,5-b]pyridin-3-yl)-2-fluoro-N-(8-methylisoquinolin-1-yl)benzamido)piperidine-1-carboxylate